trimethyl-sulfur sulfate S(=O)(=O)([O-])[O-].C[S+2](C)C